(1s,4s)-4-(8-(2-chloro-4,6-difluorophenylamino)-2-(3,3-difluorocyclobutylamino)-9H-purin-9-yl)cyclohexanecarboxamide ClC1=C(C(=CC(=C1)F)F)NC=1N(C2=NC(=NC=C2N1)NC1CC(C1)(F)F)C1CCC(CC1)C(=O)N